4-{4-[4-(1H-imidazol-1-yl)phenoxy]piperidin-1-yl}-1-methyl-2-oxo-1,2-dihydroquinoline-3-carbonitrile N1(C=NC=C1)C1=CC=C(OC2CCN(CC2)C2=C(C(N(C3=CC=CC=C23)C)=O)C#N)C=C1